(1R,2S)-N-(6-(5-chloro-7-(dimethylamino)-6-fluoro-1H-indazol-4-yl)imidazo[1,2-a]pyridin-2-yl)-2-fluorocyclopropane-1-carboxamide ClC=1C(=C2C=NNC2=C(C1F)N(C)C)C=1C=CC=2N(C1)C=C(N2)NC(=O)[C@@H]2[C@H](C2)F